adamantane-1-acrylate C12(CC3CC(CC(C1)C3)C2)C=CC(=O)[O-]